manganese nickel copper sodium [Na].[Cu].[Ni].[Mn]